COC1=NC2=CC=C(C=C2N=C1OC)C([2H])([2H])[2H] 2,3-Dimethoxy-6-(methyl-d3)quinoxaline